Ethyl (2RS)-2-[6-bromo-4-(difluoromethyl)-1-oxo-isoindolin-2-yl]-2-(6,7-dihydro-5H-pyrrolo[1,2-c]imidazol-1-yl)acetate BrC1=CC(=C2CN(C(C2=C1)=O)[C@@H](C(=O)OCC)C1=C2N(C=N1)CCC2)C(F)F |r|